C1(CC1)NC(OCC)=O ethyl cyclopropylcarbamate